NC1=NC2=C(N1C1=C(C=CC=C1)O)C=CC=C2 2-(2-amino-1H-benzo[d]imidazol-1-yl)phenol